F[C@H]1[C@]2(C=C[C@@](C[C@@H]1N(C1=CC=C(N=N1)C1=C(C=C(C=C1)N1N=NC=C1)O)C)(N2)C)C 2-(6-(((1R,2R,3S,5R)-2-fluoro-1,5-dimethyl-8-azabicyclo[3.2.1]oct-6-en-3-yl)(methyl)amino)pyridazin-3-yl)-5-(1H-1,2,3-triazol-1-yl)phenol